C(CCCCCCCCC\C=C/CCCCCCCC)(=O)[O-].[Ag+] silver gondoate